1,4-dioxan-2,3-dione O1C(C(OCC1)=O)=O